N1=C(C=CC=C1)C=1N=C(SC1)NC=1C=C(C(=O)NCC(F)(F)F)C=CN1 2-(4-(pyridin-2-yl)thiazol-2-ylamino)-N-(2,2,2-trifluoroethyl)isonicotinamide